Kalium glycolat C(CO)(=O)[O-].[K+]